C(C)C1CCC2(SC(C(O2)=O)C)CC1 8-ethyl-3-methyl-1-oxa-4-thiaspiro[4.5]decan-2-one